tert-butyl N-[1-[2-(2,6-dioxo-3-piperidyl)-1,3-dioxo-isoindolin-5-yl]azetidin-3-yl]carbamate O=C1NC(CCC1N1C(C2=CC=C(C=C2C1=O)N1CC(C1)NC(OC(C)(C)C)=O)=O)=O